2-((9-benzyl-6-methoxy-9H-purine-8-yl)oxy)ethanol C(C1=CC=CC=C1)N1C2=NC=NC(=C2N=C1OCCO)OC